CN(C(=O)N1CCN(CC1)C=1C=2N(C=C(C1)S(NC1(CC1)C)(=O)=O)C(=CN2)C#C[Si](C)(C)C)C N,N-dimethyl-4-(6-(N-(1-methylcyclopropyl)sulfamoyl)-3-((trimethylsilyl)ethynyl)imidazo[1,2-a]pyridin-8-yl)piperazine-1-carboxamide